2-(9-ethyl-6-((2S,5R)-4-(1-(2-isopropoxypyridin-4-yl)ethyl)-2,5-dimethylpiperazin-1-yl)-3-methyl-2-oxo-3,9-dihydro-2H-purin-8-yl)acetonitrile C(C)N1C=2N(C(N=C(C2N=C1CC#N)N1[C@H](CN([C@@H](C1)C)C(C)C1=CC(=NC=C1)OC(C)C)C)=O)C